2,6-Difluoro-3-(6-(3-methoxypiperidin-1-yl)-1-methyl-1H-pyrazolo[3,4-d]pyrimidin-3-yl)-5-(trifluoromethyl)phenol FC1=C(C(=C(C=C1C1=NN(C2=NC(=NC=C21)N2CC(CCC2)OC)C)C(F)(F)F)F)O